2,5-dichloro-1,3-thiazol ClC=1SC(=CN1)Cl